(S)-N-(3-(5-chloro-2-methoxyphenyl)-1-(2-hydroxybutyl)-1H-pyrazol-4-yl)pyrazolo[1,5-a]pyrimidine-3-carboxamide ClC=1C=CC(=C(C1)C1=NN(C=C1NC(=O)C=1C=NN2C1N=CC=C2)C[C@H](CC)O)OC